2-(6-amino-5-((4-methoxyphenyl)ethynyl)pyridazin-3-yl)phenol NC1=C(C=C(N=N1)C1=C(C=CC=C1)O)C#CC1=CC=C(C=C1)OC